ClC=1C=C(C=C(C1)C=NC1=CC=C(C=C1)Cl)O 3-chloro-5-((4-chloro-phenylimino)methyl)-phenol